6-(4-(4-(2-Methoxyethyl)piperazin-1-yl)phenyl)-1,4-dimethyl-2-(4-(methylsulfonyl)phenyl)-1H-pyrrolo[3,2-c]pyridin COCCN1CCN(CC1)C1=CC=C(C=C1)C1=CC2=C(C(=N1)C)C=C(N2C)C2=CC=C(C=C2)S(=O)(=O)C